N-(3-chlorophenyl)-3-cyclopropyl-5-(isoindolin-2-yl)-7-(1H-pyrazol-4-yl)pyrazolo[1,5-a]pyrimidine-2-carboxamide ClC=1C=C(C=CC1)NC(=O)C1=NN2C(N=C(C=C2C=2C=NNC2)N2CC3=CC=CC=C3C2)=C1C1CC1